3-chloro-6-(3-chloro-2-fluorophenyl)-2-((3-fluoropyridin-2-yl)methyl)-2,4,5,6-tetrahydro-7H-pyrazolo[3,4-c]pyridin-7-one ClC=1N(N=C2C(N(CCC21)C2=C(C(=CC=C2)Cl)F)=O)CC2=NC=CC=C2F